FC(C1=NC=CC(=C1)N1C[C@@H](CC1)C(=O)N1CC2=C3CCCC3=C(N=C2C1)C)F [1-(2-Difluoromethyl-pyridin-4-yl)-pyrrolidin-3(R)-yl]-(5-methyl-3,6,7,8-tetrahydro-1H-2,4-diaza-as-indacen-2-yl)-methanone